CC1CN(CC=2N1C=CC2)C(=O)OC(C)(C)C tert-butyl 4-methyl-3,4-dihydropyrrolo[1,2-a]pyrazine-2(1H)-carboxylate